1-(4-cyclopropyl-6-(2-methyl-2H-pyrazolo[3,4-b]pyridin-5-yl)thieno[2,3-b]pyridin-2-yl)-1-propanol C1(CC1)C1=C2C(=NC(=C1)C1=CC=3C(N=C1)=NN(C3)C)SC(=C2)C(CC)O